1-[2-(4,4-dimethyl-5H-oxazol-2-yl)-5-methoxy-phenyl]propan-1-one CC1(N=C(OC1)C1=C(C=C(C=C1)OC)C(CC)=O)C